C(#N)C1=C(N=C2N(C1=O)C=C(C=C2[C@@H](C)NC2=C(C(=O)O)C=CC=C2)C)N2CCN(CC2)C2CC2 (R)-2-((1-(3-cyano-2-(4-cyclopropylpiperazin-1-yl)-7-methyl-4-oxo-4H-pyrido[1,2-a]pyrimidin-9-yl)ethyl)amino)benzoic acid